tert-butyl 3,3-difluoro-4-((6-(6-(pyrazolo[1,5-b]pyridazin-3-yl)imidazo[1,2-b]pyridazin-3-yl)pyridin-2-yl)amino)pyrrolidine-1-carboxylate FC1(CN(CC1NC1=NC(=CC=C1)C1=CN=C2N1N=C(C=C2)C=2C=NN1N=CC=CC12)C(=O)OC(C)(C)C)F